3-hydroxyquinazoline-2,4(1H,3H)-dione ON1C(NC2=CC=CC=C2C1=O)=O